O=C1N(CCC1C(NCCCCCCCCCCCCCC)=O)CC1=CC=C(C(=O)O)C=C1 4-((2-oxo-3-(tetradecylcarbamoyl)pyrrolidin-1-yl)methyl)benzoic acid